bromobenzene disodium salt [Na].[Na].BrC1=CC=CC=C1